[2-[11-cyclopropyl-7-(trifluoromethyl)-1,9-diazatricyclo[6.3.1.04,12]dodeca-2,4,6,8(12)-tetraen-2-yl]-7-fluoro-1-methyl-benzimidazol-5-yl]methanone C1(CC1)C1CNC=2C(=CC=C3C=C(N1C32)C3=NC2=C(N3C)C(=CC(=C2)C=O)F)C(F)(F)F